ClC=1C=C(C(=NC1)C)S(=O)(=O)NC1=C(C(=C(C=C1)F)C=1C=CC=2N(C1)C=NC2C2=NC=C(N2)C)F 5-chloro-N-[2,4-difluoro-3-[1-(4-methyl-3H-imidazol-2-yl)imidazo[1,5-a]pyridine-6-yl]phenyl]-2-methylpyridine-3-sulfonamide